C(C)(C)(C)N1CCC(CC1)C(N1C(CCC1)=O)C1=C(C=C(C(=C1)Cl)Cl)OC tert-butyl-4-((4,5-dichloro-2-methoxyphenyl)(2-oxopyrrolidin-1-yl)methyl)piperidine